1-chloro-7,9-undecadiene ClCCCCCCC=CC=CC